[Si](C)(C)(C(C)(C)C)OCC1=CC(=NN1CC(CC)(O)C)C1=NC=C(C=C1)F 1-(5-(((tert-Butyldimethylsilyl)oxy)methyl)-3-(5-fluoropyridin-2-yl)-1H-pyrazol-1-yl)-2-methylbutan-2-ol